2-(6-((6-aminopyrimidin-4-yl)amino)-8-methyl-1,5-dioxo-1,5-dihydro-2H-spiro[imidazo[1,5-a]pyridine-3,4'-piperidine]-1'-yl)acetonitrile NC1=CC(=NC=N1)NC1=CC(=C2N(C1=O)C1(CCN(CC1)CC#N)NC2=O)C